O=C1OC2=CC(=CC=C2C=C1C=O)N1CCCC1 2-oxo-7-(pyrrolidin-1-yl)-2H-chromene-3-carbaldehyde